C(CCCCC)C(C(=O)OCCCCCC(CCCCCSCC(CCCCCC)OC(CCCCC(C)C)=O)NCCCCO[Si](C1=CC=CC=C1)(C1=CC=CC=C1)C(C)(C)C)CCCCCCCC 6-((4-((tert-Butyldiphenylsilyl)oxy)butyl)amino)-11-((2-((6-methylheptanoyl)oxy)-octyl)thio)undecyl 2-hexyldecanoate